ClC=1C=C(C=CC1F)NC(N(CC1=NNC=2CCCCC12)C1=CC=C(C(=O)O)C=C1)=O 4-(3-(3-Chloro-4-fluorophenyl)-1-((4,5,6,7-tetrahydro-1H-indazol-3-yl)methyl)ureido)benzoic acid